(1s,3s)-3-((5-aminopyridin-2-yl)oxy)cyclobutan-1-ol NC=1C=CC(=NC1)OC1CC(C1)O